C(C)OC(=O)C1=NC(=NO1)C1=CC(=C(C(=C1)C)O)C 3-(4-hydroxy-3,5-dimethylphenyl)-1,2,4-oxadiazole-5-carboxylic acid ethyl ester